C(C1=CC=CC=C1)OC(CCN1CCC(CC1)CCOCC=1C=C(C(=C(C1)O)OC)OC)CCCO 5-[(2-(1-[3-(benzyloxy)-6-hydroxyhexyl]piperidin-4-yl)ethoxy)methyl]-2,3-dimethoxyphenol